C1(CC1)C=1N=NN(C1)[C@H](C(=O)N1[C@@H](C[C@H](C1)O)C(=O)NCCN1N=C(C=C1)C(F)(F)F)C(C)(C)C (2S,4r)-1-[(2S)-2-(4-cyclopropyl-triazol-1-yl)-3,3-dimethyl-butyryl]-4-hydroxy-N-[2-[3-(trifluoromethyl)pyrazol-1-yl]ethyl]pyrrolidine-2-carboxamide